3,7-dimethyl-6,8-tetradecadiene CC(CC)CCC=C(C=CCCCCC)C